1-(5-((3-fluoro-phenyl)ethynyl)-2,3-dihydro-1H-inden-1-yl)piperidine-4-carboxylic acid FC=1C=C(C=CC1)C#CC=1C=C2CCC(C2=CC1)N1CCC(CC1)C(=O)O